3-(4-Chloro-1H-pyrrolo[2,3-b]pyridin-2-yl)aniline ClC1=C2C(=NC=C1)NC(=C2)C=2C=C(N)C=CC2